(R)-7-(2-(((3-chloropyridin-2-yl)oxy)methyl)-2-methylpyrrolidin-1-yl)-1-(6-(3-(dimethylamino)azetidin-1-yl)pyridin-3-yl)-6-fluoro-4-oxo-1,4-dihydro-1,8-naphthyridine-3-carboxylic acid ClC=1C(=NC=CC1)OC[C@@]1(N(CCC1)C1=C(C=C2C(C(=CN(C2=N1)C=1C=NC(=CC1)N1CC(C1)N(C)C)C(=O)O)=O)F)C